NCCCCCCC aminoheptane